7-nitro-1H-indazole [N+](=O)([O-])C=1C=CC=C2C=NNC12